CC1(OC[C@@H](O1)\C=C/C(=O)OCC)C ethyl (Z)-3-[(4S)-2,2-dimethyl-1,3-dioxolan-4-yl]prop-2-enoate